COCC1CNCC1 3-(methoxymethyl)pyrrolidin